ClC=1C(=NC(=NC1)N[C@H]1[C@@H](COCC1)O)C=1C=C(C2=C(C(CO2)(C)C(C)C)C1)F (3S,4R)-4-((5-chloro-4-(7-fluoro-3-isopropyl-3-methyl-2,3-dihydrobenzofuran-5-yl)pyrimidin-2-yl)amino)tetrahydro-2H-pyran-3-ol